(R)-tert-butyl 2-(2-hydroxy-3-((7-(5-methyl-1,2,4-oxadiazol-3-yl) isoquinolin-1-yl) amino) propionylamino)-4-methylthiazole-5-carboxylate O[C@@H](C(=O)NC=1SC(=C(N1)C)C(=O)OC(C)(C)C)CNC1=NC=CC2=CC=C(C=C12)C1=NOC(=N1)C